5-bromo-2-(1-(piperidin-4-yl)-1H-pyrazol-4-yl)benzonitrile BrC=1C=CC(=C(C#N)C1)C=1C=NN(C1)C1CCNCC1